2-((R)-bicyclo[4.2.0]octa-1(6),2,4-trien-3-yl(hydroxy)methyl)-5-(4-methyl-7H-pyrrolo[2,3-d]pyrimidin-7-yl)tetrahydrofuran-3,4-diol C1=2C=C(C=CC2CC1)[C@H](C1OC(C(C1O)O)N1C=CC2=C1N=CN=C2C)O